2-Ethynyl-N-(4-(3-oxoisoindolin-4-yl)phenethyl)thiazole-4-carboxamide C(#C)C=1SC=C(N1)C(=O)NCCC1=CC=C(C=C1)C1=C2C(NCC2=CC=C1)=O